1-(2-fluorophenyl)-N-methyl-methylamine FC1=C(C=CC=C1)CNC